O1CCN(CC1)C(=O)C=1N(N=CC1)CC=1SC(=CC1)C1=NOC(=N1)C(F)(F)F morpholino-[2-[[5-[5-(trifluoromethyl)-1,2,4-oxadiazol-3-yl]-2-thienyl]methyl]pyrazol-3-yl]methanone